N-(4-bromo-1-methyl-1H-pyrazol-3-yl)-N-methylpyridine-4-carboxamide BrC=1C(=NN(C1)C)N(C(=O)C1=CC=NC=C1)C